1-N-[3-fluoro-4-[7-methoxy-6-(methylcarbamoyl)quinolin-4-yl]oxyphenyl]-1-N'-(4-fluoro-2-methoxyphenyl)cyclopropane-1,1-dicarboxamide FC=1C=C(C=CC1OC1=CC=NC2=CC(=C(C=C12)C(NC)=O)OC)NC(=O)C1(CC1)C(=O)NC1=C(C=C(C=C1)F)OC